(R)-N-(6,8-dimethylisoquinolin-1-yl)-6-(5-methyl-1,3,4-thiadiazol-2-yl)-N-(piperidin-3-yl)nicotinamide CC=1C=C2C=CN=C(C2=C(C1)C)N(C(C1=CN=C(C=C1)C=1SC(=NN1)C)=O)[C@H]1CNCCC1